C(N1N=CC(=C1)C=1C=C(C(=NC1)C=1SC=2N=C(SC2N1)N(C1CC(NC(C1)(C)C)(C)C)C)O)([2H])([2H])[2H] 5-[1-(2H3)methyl-1H-pyrazol-4-yl]-2-{5-[methyl(2,2,6,6-tetramethylpiperidin-4-yl)amino][1,3]thiazolo[5,4-d][1,3]thiazol-2-yl}pyridin-3-ol